C(#N)C1=CC=C(C=C1)S(=O)(=O)C1=CC=C(C=C1)NC(=O)NCC1=CC=NC=C1 1-[4-(4-Cyano-benzenesulfonyl)-phenyl]-3-pyridin-4-ylmethyl-urea